4,4'-methylenebis(N-(1-phenylethyl)aniline) C(C1=CC=C(NC(C)C2=CC=CC=C2)C=C1)C1=CC=C(NC(C)C2=CC=CC=C2)C=C1